C(C)(C)(C)C1=CC=C(C=C1)C=CS(=O)(=O)C1=CC=C(C=C1)C(F)(F)F 1-(tert-butyl)-4-(2-((4-(trifluoromethyl)phenyl)sulfonyl)vinyl)benzene